4-(1-(3-chloro-4-methylphenyl)-2-ethynyl-1H-benzo[d]imidazol-6-yl)morpholine ClC=1C=C(C=CC1C)N1C(=NC2=C1C=C(C=C2)N2CCOCC2)C#C